NC1=NC2=CC(=CC=C2C(=C1C1CCCC1)NCCO)C1=CC=NN1 2-((2-amino-3-cyclopentyl-7-(1H-pyrazol-5-yl)quinolin-4-yl)amino)ethan-1-ol